C(CCCCCCCCCCCC)C1=CNC(O1)=O 5-tridecyloxazol-2(3H)-one